3-(5-(((1S,2S)-2-(3-(2-methoxypyridin-4-yl)azetidin-1-yl)cyclohexyl)oxy)-1-oxoisoindolin-2-yl)piperidine-2,6-dione COC1=NC=CC(=C1)C1CN(C1)[C@@H]1[C@H](CCCC1)OC=1C=C2CN(C(C2=CC1)=O)C1C(NC(CC1)=O)=O